4-(4,4-difluoro-5-hydroxy-pentyloxy)benzene-1,2-dicarboxylic acid dimethyl ester COC(=O)C=1C(=CC(=CC1)OCCCC(CO)(F)F)C(=O)OC